N1=C(C=CC=C1C1=C(C=CC(=C1)C(C)(C)C)C=1C(=C(C=C(C1)C)C12CC3CC(CC(C1)C3)C2)[O-])C2=C(C=CC(=C2)C(C)(C)C)C=2C(=C(C=C(C2)C)C23CC1CC(CC(C2)C1)C3)[O-].C[Hf+2]C Dimethylhafnium [2',2'''-(pyridine-2,6-diyl)bis(3-((3r,5r,7r)-adamantan-1-yl)-4'-(tert-butyl)-5-methyl-[1,1'-biphenyl]-2-olate)]